5-(2-nitrophenyl)sulfonyl-4,6,7,8-tetrahydropyrazolo[1,5-a][1,4]diazepine-2-carboxamide [N+](=O)([O-])C1=C(C=CC=C1)S(=O)(=O)N1CC=2N(CCC1)N=C(C2)C(=O)N